C(C)(C)(C)C1=C(N(C2=CC(=CC=C12)CN1C(C2=CN=CC(=C2C=C1)Br)=O)C(=O)OC(C)(C)C1=NN(C=C1)COCC[Si](C)(C)C)CCO 2-(1-((2-(trimethylsilyl)ethoxy)methyl)-1H-pyrazol-3-yl)propan-2-ol tert-butyl-6-[(5-bromo-1-oxo-2,7-naphthyridin-2-yl)methyl]-2-(2-hydroxyethyl)indole-1-carboxylate